FC(C1=C(CN2C(C3=NN(C(=C3C2)C2=C3C=CN(C3=C(C=C2)F)C(=O)C2=C(C=CC=C2)CI)C2=C(C=CC=C2CC)CC)(C)C)C=CC(=C1)C(F)(F)F)(F)F (4-(5-(2,4-bis(trifluoromethyl)benzyl)-2-(2,6-diethylphenyl)-6,6-dimethyl-2,4,5,6-tetrahydropyrrolo[3,4-c]pyrazol-3-yl)-7-fluoro-1H-indol-1-yl)(2-(iodomethyl)phenyl)methanone